2-cyclopropyl-N-(4-methyl-3-pyridin-2-ylphenyl)pyrrolidine-1-carboxamide C1(CC1)C1N(CCC1)C(=O)NC1=CC(=C(C=C1)C)C1=NC=CC=C1